3-methoxy-4-((5-methyl-3-nitropyridin-2-yl)oxy)aniline COC=1C=C(N)C=CC1OC1=NC=C(C=C1[N+](=O)[O-])C